FC1([C@@H](CN(C1)C)NC1=NN2C(C(=N1)OC)=C(C(=C2)F)C=2C=C(C1=C(N(C(=N1)C)CCF)C2)F)F (R)-N-(4,4-difluoro-1-methylpyrrolidin-3-yl)-6-fluoro-5-(4-fluoro-1-(2-fluoroethyl)-2-methyl-1H-benzo[d]imidazol-6-yl)-4-methoxypyrrolo[2,1-f][1,2,4]triazin-2-amine